(R)-10-((8-butoxy-8-oxooctyl)oxy)-6-(tert-butyl)-2-oxo-6,7-dihydro-2H-pyrido[2',1':3,4]pyrazino[1,2-b]indazole-3-carboxylic Acid C(CCC)OC(CCCCCCCOC1=CC=CC2=C3N(N=C12)C[C@H](N1C3=CC(C(=C1)C(=O)O)=O)C(C)(C)C)=O